BrC1=CC(=CC=2OC(CN(C21)C(C)C)C)C(=O)O 5-bromo-4-isopropyl-2-methyl-3,4-dihydro-2H-benzo[b][1,4]oxazine-7-carboxylic acid